FC=1C(=C(C=CC1)NC1=C(NC2=C1C(NCC2)=O)C2=C(C=NC=C2)O[C@H](C)[C@@H]2N(CC2)C(=O)OC(C)(C)C)OC tert-butyl (2R)-2-[(1R)-1-[(4-{3-[(3-fluoro-2-methoxyphenyl)amino]-4-oxo-1H,5H,6H,7H-pyrrolo[3,2-c]pyridin-2-yl}pyridin-3-yl)oxy]ethyl]azetidine-1-carboxylate